tin oxide sulfide [Sn](=O)=S